S1C=NC2=C1C=CC=C2 benzthiazoline